5,5'-(phenylmethylene)bis(2-aminobenzamide) C1(=CC=CC=C1)C(C=1C=CC(=C(C(=O)N)C1)N)C=1C=CC(=C(C(=O)N)C1)N